CN1CCN(CC1)C1=CC=C(C=C1)SC=1N=NNC1C(=O)O 4-((4-(4-methylpiperazin-1-yl)phenyl)thio)-1H-1,2,3-triazole-5-carboxylic acid